NC([C@H](CC1=CNC2=CC=CC=C12)NC(=O)C1[C@@H]2C(C2CN1C(=O)[C@H](C(C)(C)C)NC(OC)=O)(C)C)=O Methyl N-[(1S)-1-[(1S)-2-[[(1S)-2-amino-1-(1H-indol-3-ylmethyl)-2-oxo-ethyl]carbamoyl]-6,6-dimethyl-3-azabicyclo[3.1.0]hexane-3-carbonyl]-2,2-dimethyl-propyl]carbamate